N=1C=C(N2C1C=CC=C2)C2=C(C(NC2=O)=O)C2=CN1C3=C(C=C(C=C23)C#N)CN(CC1)C(=O)N1CCCCC1 7-(4-(imidazo[1,2-a]pyridin-3-yl)-2,5-dioxo-2,5-dihydro-1H-pyrrol-3-yl)-2-(piperidine-1-carbonyl)-1,2,3,4-tetrahydro-[1,4]diazepino[6,7,1-hi]indole-9-carbonitrile